5-bromo-3-(trifluoromethoxy)pyridin-2-amine BrC=1C=C(C(=NC1)N)OC(F)(F)F